FC=1C(=CC(=NC1)C)C=1NC2=CC=C(C=C2C1C(C)C)C1CCN(CC1)C(=O)C1CC(N(C1)C)=O 4-(4-(2-(5-fluoro-2-methylpyridin-4-yl)-3-isopropyl-1H-indol-5-yl)piperidine-1-carbonyl)-1-methylpyrrolidin-2-one